ClCC=1C=C(SC1CCl)C(=O)OC methyl 4,5-bis(chloromethyl)thiophene-2-carboxylate